NC(C)(C)C1=CC(=NC(=C1)C1=CC=C(C=C1)F)OC1[C@@H]2CN(C[C@H]12)C(=O)C1=C(N=C(S1)C1=NC=CC=N1)C ((1R,5S,6s)-6-((4-(2-aminopropan-2-yl)-6-(4-fluorophenyl)pyridin-2-yl)oxy)-3-azabicyclo[3.1.0]hexan-3-yl)(4-methyl-2-(pyrimidin-2-yl)thiazol-5-yl)methanone